4-(8-amino-3-((2S,3aR,6aS)-1-(but-2-ynyl)hexahydro-1H-furo[3,4-b]pyrrol-2-yl)imidazo[1,5-a]pyrazin-1-yl)-N-(pyridin-2-yl)benzamide NC=1C=2N(C=CN1)C(=NC2C2=CC=C(C(=O)NC1=NC=CC=C1)C=C2)[C@@H]2C[C@@H]1[C@H](N2CC#CC)COC1